C(C1=CC=CC=C1)C1CCN(CC1)CCN1C(=CC=C1)O N-(2-(4-benzylpiperidin-1-yl)ethyl)-1H-pyrrolol